C(C)(C)C1=NN(C(C=2C=C3CCCCN3C21)=O)CC(=O)O 2-(4-isopropyl-1-oxo-6,7,8,9-tetrahydropyridazino[4,5-b]indolizin-2(1H)-yl)acetic acid